3-[4-(trichloromethyl)phenyl]-5-(trifluoromethyl)-1,2,4-Oxadiazole ClC(C1=CC=C(C=C1)C1=NOC(=N1)C(F)(F)F)(Cl)Cl